BrC=1C=NC=2N(C1)C(=C(N2)CC)C(=O)C2=CC=C(C=C2)O (6-bromo-2-ethylimidazo[1,2-a]pyrimidin-3-yl)(4-hydroxyphenyl)methanone